C(C1=CC=CC=C1)C1=C[C@@H]2[C@@H](CN(C2)C(=O)OCC2=CC=CC=C2)C1 (3aR,6aS)-benzyl 5-benzyl-3,3a,6,6a-tetrahydrocyclopenta[c]pyrrole-2(1H)-carboxylate